6-chloro-5-(5-cyclopropoxypyrimidin-2-yl)-7-methyl-7H-pyrrolo[2,3-d]pyrimidin-4-amine ClC1=C(C2=C(N=CN=C2N)N1C)C1=NC=C(C=N1)OC1CC1